C(C)C1=NN=C(S1)NC(=O)C1=NN2C(C(N(CC2)CC2CCC(CC2)(F)F)=O)=C1C1CC1 3-cyclopropyl-5-(4,4-difluorocyclohexylmethyl)-4-oxo-4,5,6,7-tetrahydropyrazolo[1,5-a]pyrazine-2-carboxylic acid (5-ethyl[1,3,4]thiadiazol-2-yl)amide